6-(2-chlorophenyl)-N-(4-fluorophenyl)-8,9-dihydroimidazo[1',2':1,6]pyrido[2,3-d]pyrimidin-2-amine ClC1=C(C=CC=C1)C1=CC2=C(N=C(N=C2)NC2=CC=C(C=C2)F)N2C1=NCC2